ethyl 7-[(1-trityl-1,2,4-triazol-3-yl)methoxymethyl]imidazo[1,2-a]pyridine-3-carboxylate C(C1=CC=CC=C1)(C1=CC=CC=C1)(C1=CC=CC=C1)N1N=C(N=C1)COCC1=CC=2N(C=C1)C(=CN2)C(=O)OCC